2-[4-[7-(1-isoquinolyl)-2-[[(2S)-1-methylpyrrolidin-2-yl]methoxy]-6,8-dihydro-5H-pyrido[3,4-d]pyrimidin-4-yl]-1-prop-2-enoyl-piperazin-2-yl]acetonitrile C1(=NC=CC2=CC=CC=C12)N1CC=2N=C(N=C(C2CC1)N1CC(N(CC1)C(C=C)=O)CC#N)OC[C@H]1N(CCC1)C